O=C1NC(CCC1N1CC2=CC=C(C=C2C1=O)OCCCCC(=O)O)=O 5-((2-(2,6-dioxopiperidin-3-yl)-3-oxoisoindolin-5-yl)oxy)pentanoic acid